4-bromo-7-chlorofuro[2,3-f]quinazolin-9(8H)-one BrC1=C2C(=C3C(NC(=NC3=C1)Cl)=O)OC=C2